ClC=1C=C(C=C(C1)OCCN(C)C)C1=CC[C@@H](CN1C(=O)OC(C)(C)C)C (S)-tert-butyl 6-(3-chloro-5-(2-(dimethylamino)ethoxy)phenyl)-3-methyl-3,4-dihydropyridine-1(2H)-carboxylate